N-[(3S)-1-azabicyclo[2.2.2]oct-3-yl]-6-(2-ethoxyphenyl)-3-[(2R)-2-ethyl-4-[1-(trifluoromethyl)cyclobutanecarbonyl]piperazin-1-yl]pyridine-2-carboxamide N12C[C@H](C(CC1)CC2)NC(=O)C2=NC(=CC=C2N2[C@@H](CN(CC2)C(=O)C2(CCC2)C(F)(F)F)CC)C2=C(C=CC=C2)OCC